F[C@H]1CN(C[C@H]1F)C(=O)C=1N=C2N(N=C(C=C2[C@@H]2[C@H](C2)C2=CC=C(C=C2)F)C=2C(NC(NC2)=O)=O)C1 5-[2-[(3S,4R)-3,4-difluoropyrrolidine-1-carbonyl]-8-[(1S,2S)-2-(4-fluorophenyl)cyclopropyl]imidazo[1,2-b]pyridazin-6-yl]-1H-pyrimidine-2,4-dione